ClC1=CC=C(C=C1)N1C(SC(C1=O)=CC=1SC(=CC1)C)=O 3-(4-chlorophenyl)-5-((5-methylthiophen-2-yl)methylene)thiazolidine-2,4-dione